FC(OC1=C(C=CC=C1)C1OC1)F 2-(2-(Difluoromethoxy)phenyl)oxirane